C1(CC1)C=1C=C(C(=NC1)C(=O)N([C@@H]1CNC[C@@H](C1)C(=O)N1CCOCC1)CC(C)C)NC1CC(C1)OC 5-cyclopropyl-N-isobutyl-3-(((1s,3r)-3-methoxycyclobutyl)amino)-N-((3s,5r)-5-(morpholin-4-carbonyl)piperidin-3-yl)pyridinecarboxamide